(3R,4S)-3-cyclopropyl-4-methyl-1-[2-(1-methylpyrazol-4-yl)imidazo[1,2-b]pyridazin-8-yl]-2-oxopyrrolidine-3-carbonitrile C1(CC1)[C@]1(C(N(C[C@H]1C)C=1C=2N(N=CC1)C=C(N2)C=2C=NN(C2)C)=O)C#N